O=C1NC(CCC1N1C(C2=CC=CC(=C2C1=O)NCCCCCCCCCS(=O)(=O)[O-])=O)=O 8-((2-(2,6-dioxopiperidin-3-yl)-1,3-dioxoisoindolin-4-yl)amino)octylmethanesulfonate